benzyl [(3R,5R)-5-(hydroxymethyl)pyrrolidin-3-yl]carbamate hydrochloride Cl.OC[C@H]1C[C@H](CN1)NC(OCC1=CC=CC=C1)=O